(S)-N-(3-amino-2-hydroxypropyl)-1-(4-((3-(4-(difluoromethoxy)phenyl)imidazo[1,2-a]pyrazin-8-yl)amino)-2-methylbenzoyl)piperidine-4-carboxamide formate C(=O)O.NC[C@@H](CNC(=O)C1CCN(CC1)C(C1=C(C=C(C=C1)NC=1C=2N(C=CN1)C(=CN2)C2=CC=C(C=C2)OC(F)F)C)=O)O